COC1=CC2=C(N(N=N2)C2=C(C=C(CNS(=O)(=O)N)C=C2)F)C=C1 N-(4-(5-methoxy-1H-benzo[d][1,2,3]triazol-1-yl)-3-fluorobenzyl)sulfamide